ClC=1C(=C(C=CC1F)C(N[S@](=O)C(C)(C)C)[C@@H]1C[C@H](C1)C(F)F)F (R)-N-((E)-(3-chloro-2,4-difluorophenyl)(trans-3-(difluoromethyl)cyclobutyl)methyl)-2-methylpropane-2-sulfinamide